N=S(=O)(\C=C\C1=C(C=CC=C1)C(F)(F)F)C1=NC=CC(=C1)OC (E)-imino(4-methoxypyridin-2-yl)(2-(trifluoromethyl)styryl)-lambda6-sulfanone